C(C)(=O)OCCCCC(C(CBr)=O)(C)C1=C(C(=CC=C1)Br)F 7-bromo-5-(3-bromo-2-fluorophenyl)-5-methyl-6-oxoheptyl acetate